BrCC1=C(C=C(C(=O)OC)C=C1)OC(F)F methyl 4-(bromomethyl)-3-(difluoromethoxy)-benzoate